5-((triisopropylsilyl)ethynyl)quinoline C(C)(C)[Si](C(C)C)(C(C)C)C#CC1=C2C=CC=NC2=CC=C1